4-(4-(2-(1-(2,5-difluorophenyl)-4-(triisopropylsilyl)but-3-yn-1-yl)-7-fluoro-3-oxoisoindolin-5-yl)phenyl)piperidine-1-carboxylic acid tert-butyl ester C(C)(C)(C)OC(=O)N1CCC(CC1)C1=CC=C(C=C1)C=1C=C2C(N(CC2=C(C1)F)C(CC#C[Si](C(C)C)(C(C)C)C(C)C)C1=C(C=CC(=C1)F)F)=O